ClC=1C=2N(C=C(C1C)C=1CCN(CC1)S(=O)(=O)C=1C=NN(C1C)C)N=CN2 8-chloro-6-(1-((1,5-dimethyl-1H-pyrazol-4-yl)sulfonyl)-1,2,3,6-tetrahydropyridin-4-yl)-7-methyl-[1,2,4]triazolo[1,5-a]pyridine